1-((1-butoxypropan-2-yl)oxy)-propan-2-amine C(CCC)OCC(C)OCC(C)N